CS(=O)(=O)CCN1C(NC=2N=CNC(C12)=O)=O 7-(2-(methylsulfonyl)ethyl)-7,9-dihydro-1H-purine-6,8-dione